((4aR,8aS)-1-(4-fluorophenyl)-6-((1-methyl-1H-pyrazol-5-yl)sulfonyl)-4,4a,5,6,7,8,8a,9-octahydro-1H-pyrazolo[3,4-g]isoquinolin-4a-yl)(4-(trifluoromethyl)pyridin-2-yl)methanone FC1=CC=C(C=C1)N1N=CC2=C1C[C@@H]1CCN(C[C@]1(C2)C(=O)C2=NC=CC(=C2)C(F)(F)F)S(=O)(=O)C2=CC=NN2C